FC(OC1=C(C=CC=C1)NC1=C(NC2=C1C(NCC2)=O)C2=C(C=NC=C2)OCCN(C(OC(C)(C)C)=O)C)F tert-butyl (2-{[4-(3-{[2-(difluoromethoxy)phenyl]amino}-4-oxo-4,5,6,7-tetrahydro-1H-pyrrolo[3,2-c]pyridin-2-yl)pyridin-3-yl]oxy}ethyl)methylcarbamate